CN[C@H](C(=O)NC1CCCCC2N(C1=O)C(CC2)C(=O)NCC2=CC(=CC=C2)C(=O)N2CC(OCC2)=O)C 6-((S)-2-(methylamino)propanamido)-5-oxo-N-(3-(2-oxomorpholine-4-carbonyl)benzyl)decahydropyrrolo[1,2-a]azocine-3-carboxamide